4-(1-(((1-Acetylpiperidin-4-yl)methyl)amino)ethyl)isoquinolin-1(2H)-one C(C)(=O)N1CCC(CC1)CNC(C)C1=CNC(C2=CC=CC=C12)=O